m-phenylenebis(4,4'-dimethyl-2-Oxazoline) C1(=CC(=CC=C1)C=1OCC(N1)(C)C)C=1OCC(N1)(C)C